2,2,2-Trifluoro-1-(4-isopropylphenyl)ethan-1-imine FC(C(=N)C1=CC=C(C=C1)C(C)C)(F)F